dimethyl (6-bromo-7-hydroxy-3-oxo-1,3-dihydroisobenzofuran-1-yl)phosphonate BrC1=CC=C2C(OC(C2=C1O)P(OC)(OC)=O)=O